[(1S)-1-(3-pyridyl)-2-triisopropylsilyloxy-ethyl] benzoate C(C1=CC=CC=C1)(=O)O[C@H](CO[Si](C(C)C)(C(C)C)C(C)C)C=1C=NC=CC1